N5-((1R,5S,6s)-3-propionyl-3-azabicyclo[3.1.0]hexan-6-yl)-2,3-dihydrobenzofuran-5,7-dicarboxamide C(CC)(=O)N1C[C@@H]2C([C@@H]2C1)NC(=O)C=1C=C(C2=C(CCO2)C1)C(=O)N